C(C)(C)C1=C(NC2=CC=C(C=C12)C1CCN(CC1)C1COC1)C=1C(=C(C(N(N1)C)=O)C)C 6-(3-isopropyl-5-(1-(oxetan-3-yl)piperidin-4-yl)-1H-indol-2-yl)-2,4,5-trimethylpyridazin-3(2H)-one